9-Cyclopropyl-6-fluoro-8-(6-fluoro-1-methylsulfonyl-1H-indol-4-yl)-1,4,4-trimethyl-5H-[1,2,4]triazolo[4,3-a]quinoxaline C1(CC1)C=1C(=CC(=C2NC(C=3N(C12)C(=NN3)C)(C)C)F)C3=C1C=CN(C1=CC(=C3)F)S(=O)(=O)C